Cl.C1(C2(CC3=CC=CC=C13)CC2)N dihydrospiro[cyclopropane-1,2'-indene]-1'-amine hydrochloride